FC(C=1C=C2N=CC(=NC2=CC1)C(=O)N)(F)F 6-(trifluoromethyl)quinoxaline-2-carboxamide